CCC(CCCCC(CC)C(=O)OC(C)(C)C)C(=O)OCC decane-3,8-dicarboxylic acid, 8-(tert-butyl) 3-ethyl ester